O1CCN(CC1)C=1C=C(N)C(=CC1)C 3-morpholino-6-methyl-aniline